C(#N)[C@H](C[C@H]1C(NCCC1)=O)NC([C@@H](NS(=O)(=O)C1CCCCC1)CC(C)C)=O N-{(1S)-1-cyano-2-[(3S)-2-oxopiperidin-3-yl]ethyl}-N2-(cyclohexanesulfonyl)-L-leucinamide